N(=[N+]=[N-])CCCCCOCCOCCCCCNC(OC(C)(C)C)=O tert-butyl (5-(2-((5-azidopentyl)oxy)ethoxy)pentyl)carbamate